CN(CCC(=O)OC[C@H](CCCCCCCCC\C=C/CCCCCCCC(=O)O)CCCCCCCC\C=C/CCCCCCCC(=O)O)C.C(#C)C=1C=CC=C2C=C(C=CC12)OCOC 8-ethynyl-3-(methoxymethoxy)naphthalen (R)-3-((3-(Dimethylamino)propanoyl)oxy)propane-1,2-diyl-di-oleate